C1(CC1)CN1C(=CC2=CC=C(C=C12)N1CCC(CC1)C(=O)N1CCCC1)C1=NN2C(C=CC(=C2)C(=O)N2C[C@@H](C[C@H](C2)F)N)=C1C (3R,5R)-1-{2-[1-(cyclopropylmethyl)-6-[4-(pyrrolidine-1-carbonyl)piperidin-1-yl]-1H-indol-2-yl]-3-methylpyrazolo[1,5-a]pyridine-6-carbonyl}-5-fluoropiperidin-3-amine